C[C@H]1OC2=C(CNC1)C=CC(=C2)C(=O)OC methyl (R)-2-methyl-2,3,4,5-tetrahydro-1,4-benzoxazepine-8-carboxylate